CN1CCC(CC1)CC(=O)N 2-(1-methyl-piperidin-4-yl)-acetamide